C1[C@H]([C@@H]([C@H]([C@@H]([C@H]1[NH3+])O[C@@H]2[C@@H]([C@H]([C@@H]([C@H](O2)C[NH3+])O)O)[NH3+])O[C@H]3[C@@H]([C@@H]([C@H](O3)CO)O[C@@H]4[C@@H]([C@H]([C@@H]([C@H](O4)CO)O)O)[NH3+])O)O)[NH3+] The molecule is an organic cation obtained by protonation of the five free amino groups of 6'''-hydroxyneomycin C; major species at pH7.3. It is an ammonium ion derivative and an organic cation. It is a conjugate acid of a 6'''-hydroxyneomycin C.